tert-Butyl ((3R,5S)-1-(2,7-dichloro-8-fluoropyrido[4,3-d]pyrimidin-4-yl)-5-hydroxypiperidin-3-yl)carbamate ClC=1N=C(C2=C(N1)C(=C(N=C2)Cl)F)N2C[C@@H](C[C@@H](C2)O)NC(OC(C)(C)C)=O